8-bromo-3-oxo-3,4-dihydroquinoxaline-6-carbonitrile BrC=1C=C(C=C2NC(C=NC12)=O)C#N